C1(CC1)C1=CC(=CC(=N1)C(=O)NC1=C(C(=CC(=C1)CN1C[C@@H](CCC1)C)C(F)(F)F)O)C1=C(C=CC=C1)C1=NN=CN1C 6-Cyclopropyl-N-(2-hydroxy-5-{[(3R)-3-methylpiperidin-1-yl]methyl}-3-(trifluoromethyl)phenyl)-4-[2-(4-methyl-1,2,4-triazol-3-yl)phenyl]pyridine-2-carboxamide